ClC1=CC=C(S1)CC1=CC=CC2=C1N=C1N2CCN(C1)C(=O)OC(C)(C)C tert-butyl 9-[(5-chlorothiophen-2-yl)methyl]-1,2,3,4-tetrahydrobenzo[4,5]imidazo[1,2-a]pyrazine-2-carboxylate